[O-2].[Ti+4].[Zn+2].[O-2].[O-2] zinc-titanium oxide